COC[C@@H](CNC1=CC2=C(C(=N1)C=1C=NN(C1)C)C(NC2)=O)NC(OC(C)(C)C)=O (R)-tert-Butyl 1-methoxy-3-(4-(1-methyl-1H-pyrazol-4-yl)-3-oxo-2,3-dihydro-1H-pyrrolo[3,4-c]pyridin-6-ylamino)propan-2-ylcarbamate